FC1=CC=C(C=NS(=O)(=O)C2COCCC2)C=C1 N-(4-fluorobenzylidene)tetrahydro-2H-pyran-3-sulfonamide